2-(5-Methyl-2-(1-methyl-1H-indazol-5-yl)piperidin-1-yl)-2-oxoacetic acid CC1CCC(N(C1)C(C(=O)O)=O)C=1C=C2C=NN(C2=CC1)C